Cl.S1C(=NN=C1)N 1,3,4-thiadiazol-2-amine hydrochloride